chromium (iii) sulphate S(=O)(=O)([O-])[O-].[Cr+3].S(=O)(=O)([O-])[O-].S(=O)(=O)([O-])[O-].[Cr+3]